C1=C(C(=O)NC(=O)N1[C@H]2[C@@H]([C@@H]([C@H](O2)COP(=O)([O-])[O-])O)O)F The molecule is a 5-fluorouridine 5'-monophosphate that results from the removal of two protons from the phosphate group; major species at pH 7.3